ClC1=CC=C(C=C1)C#CCN(C1=CC=CC=C1)C(=S)F (3-(4-chlorophenyl)prop-2-yn-1-yl)(phenyl)aminothioformyl fluoride